COC=1C=C(C(=CC1)N(C)CCOC)N 4-methoxy-N1-(2-methoxyethyl)-N1-methylbenzene-1,2-diamine